COC1=C(C=CC=2CC3N(CCC4=CC5=C(C=C34)C(NC5=O)=O)CC12)OC 9,10-dimethoxy-5,6,13,13a-tetrahydroisoquinolino[3,2-a]pyrrolo[3,4-g]isoquinoline-1,3(2H,8H)-dione